D-phenylalanyl-amide N[C@H](CC1=CC=CC=C1)C(=O)[NH-]